(R)-6-(3-aminopyrrolidin-1-yl)-N-(6-(o-tolyl)-5-(trifluoromethyl)pyridin-2-yl)pyridine-2-sulfonamide hydrochloride Cl.N[C@H]1CN(CC1)C1=CC=CC(=N1)S(=O)(=O)NC1=NC(=C(C=C1)C(F)(F)F)C1=C(C=CC=C1)C